CC(=O)[C@H]1CC[C@@H]2[C@@]1(CC[C@H]3[C@H]2CCC4=C[C@H](CC[C@]34C)O)C The molecule is a 3beta-hydroxy steroid that is 4-pregnen-3beta-ol substituted by an oxo group at position 20. It is a 3beta-hydroxy steroid, a 20-oxo steroid and a C21-steroid. It derives from a progesterone.